palladium tellurium germanium tin [Sn].[Ge].[Te].[Pd]